(12AR)-9-(2-amino-6-methoxyphenyl)-8,10-difluoro-3,4,12,12a-tetrahydro-6H-pyrazino[2,1-c][1,4]benzoxazepine-2(1H)-carboxylic acid tert-butyl ester C(C)(C)(C)OC(=O)N1C[C@@H]2COC3=C(CN2CC1)C=C(C(=C3F)C3=C(C=CC=C3OC)N)F